(Z)-3-(2-(benzyloxy)-3-methoxyphenyl)-2-((tert-butoxycarbonyl)amino)acrylic acid methyl ester COC(/C(=C/C1=C(C(=CC=C1)OC)OCC1=CC=CC=C1)/NC(=O)OC(C)(C)C)=O